[18F]C([C@@H](O)[C@@H](O)[C@H](O)[C@H](O)CO)O [18F]Fluoromannitol